5-bromo-6-(5-chloro-2-(4-chloro-1H-1,2,3-triazol-1-yl)phenyl)pyrimidin-4-ol BrC=1C(=NC=NC1C1=C(C=CC(=C1)Cl)N1N=NC(=C1)Cl)O